5-(4-(((tetrahydro-2H-pyran-2-yl)oxy)methyl)bicyclo[2.2.2]oct-1-yl)-1H-pyrazole-3-carbaldehyde O1C(CCCC1)OCC12CCC(CC1)(CC2)C2=CC(=NN2)C=O